BrC1=C(C(=C(C(=C1)F)C(CC[C@H]1CN(CCO1)C(=O)OC(C)(C)C)=O)F)F (S)-tert-butyl 2-(3-(4-bromo-2,3,6-trifluorophenyl)-3-oxopropyl)morpholine-4-carboxylate